2-[1-(pyridin-2-ylmethyl)-1H-indole-3-carboxamido]Benzoic acid N1=C(C=CC=C1)CN1C=C(C2=CC=CC=C12)C(=O)NC1=C(C(=O)O)C=CC=C1